BrC=1C=CC(=C(C1)NC(=O)C=1N=C(OC1)NC(OC(C)(C)C)=O)SC tert-Butyl (4-((5-bromo-2-(methylthio)phenyl)carbamoyl)oxazol-2-yl)carbamate